2-acetylisonicotinnitrile C(C)(=O)C=1C=C(C#N)C=CN1